CN(C1=NC=2N(C3=CC(=CC=C13)C#CC(C)(S(=O)(=O)C)C)C=NN2)C2=CC(=CC=C2)C#CC(C)(S(=O)(=O)C)C N-methyl-8-(3-methyl-3-(methylsulfonyl)but-1-yn-1-yl)-N-(3-(3-methyl-3-(methylsulfonyl)but-1-yn-1-yl)phenyl)-[1,2,4]triazolo[4,3-a]quinazolin-5-amine